tetraglycidyl-toloyl-ethane ethyl-3-[5-bromo-1-(2-trimethylsilylethoxymethyl)indazol-3-yl]but-2-enoate C(C)OC(C=C(C)C1=NN(C2=CC=C(C=C12)Br)COCC[Si](C)(C)C)=O.C(C1CO1)C(C(C(=O)C=1C(=CC=CC1)C)(CC1CO1)CC1CO1)CC1CO1